Cl.CC=1N=C2CNCC2=C2CCCC12 5-Methyl-1,2,3,6,7,8-hexahydro-2,4-diaza-as-indacene hydrochloride